tosyl-imidazole S(=O)(=O)(C1=CC=C(C)C=C1)C=1NC=CN1